C(CCCC)C(CCOC(CCCCCCCCC(CCCCCCCCC(=O)OCCC(CCCCC)CCCCC)NCC1CCOCC1)=O)CCCCC.O=C1NC(CCC1N1CC2=CC=C(C=C2C1)N1C[C@H](CC1)CO)=O 2-(2,6-dioxopiperidin-3-yl)-5-((S)-3-(hydroxymethyl)pyrrolidin-1-yl)isoindoline bis(3-pentyloctyl)10-(((tetrahydro-2H-pyran-4-yl)methyl)amino)nonadecanedioate